O1CCOC2=NC=CC(=C21)C=2C=C(C=NC2)C2=CC=C(C=C2)N2C(CCC2)=O 1-[4-[5-(2,3-dihydro-[1,4]dioxino[2,3-b]pyridin-8-yl)-3-pyridinyl]phenyl]pyrrolidin-2-one